[Au].NCC1CC(NCC1)=O 4-(aminomethyl)piperidin-2-one Gold